(S)-(2-chloro-3-methoxyphenyl)(3-(hydroxymethyl)piperazin-1-yl)methanone ClC1=C(C=CC=C1OC)C(=O)N1C[C@H](NCC1)CO